C(C)(C)(C)[Si](CCCCC=O)(C1=CC=CC=C1)C1=CC=CC=C1 5-[tert-butyl-(diphenyl)silyl]Valeraldehyde